C(C)N(CCCCNC(=O)C1=CC2=C(N(C(=N2)NC=2SC3=C(N2)C=CC(=C3)OC(F)(F)F)C)C=C1)CC 1-Methyl-2-(6-trifluoromethoxy-benzothiazol-2-ylamino)-1H-benzoimidazole-5-carboxylic acid (4-diethylamino-butyl)-amide